2-(1-benzyl-3-(3-chlorophenyl)azetidine-3-carbonyl)-N-methylthiosemicarbazide C(C1=CC=CC=C1)N1CC(C1)(C(=O)N(NC)C(=S)N)C1=CC(=CC=C1)Cl